ClC1=CC(=C(C(=O)OC)C=C1)B1OC(C(O1)(C)C)(C)C methyl 4-chloro-2-(4,4,5,5-tetramethyl-1,3,2-dioxaborolan-2-yl)benzoate